methyl 1-(4-(tert-butyl) benzyl)-4-chloro-1H-indole-7-carboxylate C(C)(C)(C)C1=CC=C(CN2C=CC3=C(C=CC(=C23)C(=O)OC)Cl)C=C1